COC1=C(CC2=CC3=C(NC(CO3)=O)C=C2)C=C(C=C1)[C@@H]1O[C@@H]([C@H]([C@@H]([C@H]1O)O)O)CO 7-[2-Methoxy-5-((2S,3R,4R,5S,6R)-3,4,5-trihydroxy-6-hydroxymethyl-tetrahydro-pyran-2-yl)-benzyl]-4H-benzo[1,4]oxazin-3-one